O-Benzyl-N-(4,6-bis-propylamino-[1,3,5]triazin-2-yl)-N-ethyl-hydroxylamine C(C1=CC=CC=C1)ON(CC)C1=NC(=NC(=N1)NCCC)NCCC